CN1CC(CCC1)C[N+]1=NOC(=C1)C1(CC(=CC(=C1)C(F)(F)F)NC(=O)[NH-])NC(CC1=CC=CC=C1)=O 3-(((1-Methylpiperidin-3-yl)methyl)-1,2,3-oxadiazol-3-ium-5-yl)((3-(2-phenylacetamido)-5-(trifluoromethyl)phenyl)carbamoyl)amide